1-(4-(benzo[d]oxazol-2-yl)piperidin-1-yl)-2-(2,6-dichloro-7H-purin-7-yl)ethan-1-one O1C(=NC2=C1C=CC=C2)C2CCN(CC2)C(CN2C=NC1=NC(=NC(=C21)Cl)Cl)=O